9-oxononanoic acid tert-butyl ester C(C)(C)(C)OC(CCCCCCCC=O)=O